BrC1=C(C(=C(C(O1)=O)Cl)Cl)Br dibromodichloropyrone